(1s,4s)-4-((5-(3-fluoroimidazo[1,2-a]pyridin-6-yl)-4-methoxy-7H-pyrrolo[2,3-d]pyrimidin-2-yl)amino)-N,N-dimethylcyclohexane-1-carboxamide FC1=CN=C2N1C=C(C=C2)C2=CNC=1N=C(N=C(C12)OC)NC1CCC(CC1)C(=O)N(C)C